7-iodopyrazolo[1',2':1,2][1,2,3]triazolo[4,5-b]pyrazin-6-ium-5-ide IC=1C=CN2[N+]1[N-]C1=NC=CN=C12